(2S,3S)-benzyl 3-(1,4-dimethyl-1H-benzo[d][1,2,3]triazol-5-yl)-3-(3-(hydroxymethyl)-4-methylphenyl)-2-methylpropanoate CN1N=NC2=C1C=CC(=C2C)[C@@H]([C@@H](C(=O)OCC2=CC=CC=C2)C)C2=CC(=C(C=C2)C)CO